[Br-].C(C)(C)(C)OC(CCC[P+](C1=CC=CC=C1)(C1=CC=CC=C1)C1=CC=CC=C1)=O (4-(tert-butoxy)-4-oxobutyl)triphenylphosphonium bromide